adamantan-1-carboxamidine C12(CC3CC(CC(C1)C3)C2)C(=N)N